C[SiH2]N[SiH2]C 1,3-dimethyldisilazane